COC1=CC=C2C(=C(C=NC2=C1)[N+](=O)[O-])N 7-methoxy-3-nitro-quinolin-4-amine